NC1=NC(N(C=N1)[C@H]1C[C@@H]([C@H](S1)CO[P@](=O)(OC1=CC=CC=C1)N[C@@H](C)C(=O)OCC(C)C)O)=O ISOBUTYL ((S)-(((2R,3S,5R)-5-(4-AMINO-2-OXO-1,3,5-TRIAZIN-1(2H)-YL)-3-HYDROXYTETRAHYDROTHIOPHEN-2-YL)METHOXY)(PHENOXY)PHOSPHORYL)-L-ALANINATE